((4-(thiazol-2-yl)butyl)azanediyl)bis(heptane-7,1-diyl) bis(4,4-bis(nonyloxy) butanoate) C(CCCCCCCC)OC(CCC(=O)OCCCCCCCN(CCCCCCCOC(CCC(OCCCCCCCCC)OCCCCCCCCC)=O)CCCCC=1SC=CN1)OCCCCCCCCC